C(CCCCCCC\C=C/C\C=C/CCCCC)(=O)OCCCCCCCCCCCCCCCC.C(CCCCCCC\C=C/C\C=C/CCCCC)(=O)OCCCCCCCCCCCCCCCC dicetyl dilinoleate